1-(4-((1R,3R)-2-(2-fluoro-2-methylpropyl)-3-methyl-2,3,4,9-tetrahydro-1H-pyrido[3,4-b]indol-1-yl)-3-methoxyphenyl)piperidine-4-carbaldehyde FC(CN1[C@@H](C=2NC3=CC=CC=C3C2C[C@H]1C)C1=C(C=C(C=C1)N1CCC(CC1)C=O)OC)(C)C